2H-pyran-6-carboxamide O1CC=CC=C1C(=O)N